FC1=CC=C(C=C1)[C@H]1N(CCC2=CC=CC=C12)C(=O)N1C[C@@]2(CC1)OCCNC2 ((R)-1-(4-fluorophenyl)-3,4-dihydroisoquinolin-2(1H)-yl)((S)-6-oxa-2,9-diazaspiro[4.5]decan-2-yl)methanone